The molecule is conjugate base of D-tagaturonic acid. It has a role as an Escherichia coli metabolite. It is a conjugate base of a D-tagaturonic acid. C(C(=O)[C@H]([C@H]([C@@H](C(=O)[O-])O)O)O)O